(butane-1,4-diyl)bis(propane-1,3-diamine) C(CCCC(CCN)N)C(CCN)N